C(#N)C(C(=O)OCC)=CC=CC ethyl alpha-cyano-2,4-hexadienoate